C(C)(C)(C)OC(=O)N1C[C@H](CC1)OS(=O)(=O)C (S)-3-(methylsulfonyloxy)pyrrolidine-1-carboxylic acid tert-butyl ester